C1(=CC=CC=C1)C1=CC=C(O1)C=C1C(C2=CC=CC=C2C1=O)=O 2-[(5-Phenyl-2-furanyl)methylene]-1H-indene-1,3(2H)-dione